methyl-2-(methylsulfonyl)-6-((1-((2-(trimethylsilyl)ethoxy)methyl)-1H-indazol-4-yl)methyl)-4H-thiazolo[5',4':4,5]pyrrolo[2,3-d]pyridazin-5(6H)-one CN1C2=C(C3=C1C(N(N=C3)CC3=C1C=NN(C1=CC=C3)COCC[Si](C)(C)C)=O)SC(=N2)S(=O)(=O)C